ClC=1C=C(C=CC1OC(F)(F)F)[C@H](NC(=O)[C@@H]1CNC(O1)=O)C1=NC(=NC=C1)C(F)(F)F (S)-N-((S)-(3-chloro-4-(trifluoromethoxy)phenyl)(2-(trifluoro-methyl)pyrimidin-4-yl)methyl)-2-oxooxazolidine-5-carboxamide